CC1=C(C=CC=C1)OC=CC1=CC=CC=C1 styryl methyl-phenyl ether